NC=1C(=NN(C1)C)C(=O)NCC1=C(C=CC=C1)OC(F)(F)F 4-amino-1-methyl-N-(2-(trifluoromethoxy)benzyl)-1H-pyrazole-3-carboxamide